2-iodo-5-(trifluoromethyl)benzamide IC1=C(C(=O)N)C=C(C=C1)C(F)(F)F